ethyl({[4-({4-[4-amino-2-butyl-1-(3,4,5,6-tetrahydro-2H-pyran-4-yl methyl)thieno[3,2-b]imidazo[4,5-d]pyridin-7-yl]hexahydropyridin-1-yl}carbonyl)cyclohexyl]methyl}oxy)acetate C(C)OC(COCC1CCC(CC1)C(=O)N1CCC(CC1)C1=CC2=NC(=C3C(=C2S1)N(C(=N3)CCCC)CC3CCOCC3)N)=O